trinitroresorcinol barium monohydrate O.[Ba].[N+](=O)([O-])C=1C(=C(C(=C(O)C1)[N+](=O)[O-])O)[N+](=O)[O-]